[N-]=C=O.[N+](=O)([O-])C=1C=CC=CC1 3-nitrobenzene isocyanate